diallylaniline C=CCN(CC=C)C1=CC=CC=C1